2-(2-(2-isopropylphenyl)-4-(2-methoxybenzyl)piperazin-1-yl)-7-azaspiro[3.5]nonane C(C)(C)C1=C(C=CC=C1)C1N(CCN(C1)CC1=C(C=CC=C1)OC)C1CC2(C1)CCNCC2